((2-chloro-4-methylphenyl)sulfonyl)-N-(tetrahydro-2H-pyran-4-yl)-1-oxa-8-azaspiro[4.5]decan-3-amine ClC1=C(C=CC(=C1)C)S(=O)(=O)C1OC2(CC1NC1CCOCC1)CCNCC2